FC1=C(C=CC(=C1)F)[C@H](C)NC(CN1C(NC2=C(C1=O)C(=NC=C2)OC)=O)=O (S)-N-(1-(2,4-difluorophenyl)ethyl)-2-(5-methoxy-2,4-dioxo-1,4-dihydropyrido[4,3-d]pyrimidin-3(2H)-yl)acetamide